(R)-3-(ethoxydifluoromethyl)-6-(6-((1,1,1-trifluoro-3-methylbutan-2-yl)oxy)pyridin-3-yl)-[1,2,4]triazolo[4,3-a]pyrazine C(C)OC(C1=NN=C2N1C=C(N=C2)C=2C=NC(=CC2)O[C@@H](C(F)(F)F)C(C)C)(F)F